dimethyl 2-(5-bromo-4-ethoxycarbonyl-2-nitro-phenyl)-2-methyl-propanedioate BrC=1C(=CC(=C(C1)C(C(=O)OC)(C(=O)OC)C)[N+](=O)[O-])C(=O)OCC